Ethyl-2-chloronicotinamide C(C)C1=NC(=C(C(=O)N)C=C1)Cl